NC=1C(=NN(C1)C1CCC(CC1)C(=O)OC)C#N methyl 4-(4-amino-3-cyano-pyrazol-1-yl)cyclohexanecarboxylate